C(C(=C)C)(=O)OC(C(OC(NCCCCCCNC(OCCOC(C(=C)C)=O)=O)=O)C)(C)C trimethyl-4,13-dioxo-3,14-dioxa-5,12-diaza-hexadecane-1,16-diol dimethacrylate